OC=1C=C(C=CC1O)/C=C/C(=O)NCC=1N=NN(C1)CC1=CC=C(C=C1)C(F)(F)F (E)-3-(3,4-dihydroxyphenyl)-N-((1-(4-(trifluoromethyl)benzyl)-1H-1,2,3-triazol-4-yl)methyl)acrylamide